O[C@@H](C(=O)O)[C@H](C(=O)NCC1=CC=C(C=C1)OCC(C)C)O (2r,3r)-2,3-dihydroxy-4-((4-isobutoxybenzyl)amino)-4-oxobutanoic acid